4-[4-Cyano-6-(2,6-dichloro-4-methoxy-benzyl)-3-hydroxy-pyridin-2-yl]-4-oxo-butyric acid ethyl ester C(C)OC(CCC(=O)C1=NC(=CC(=C1O)C#N)CC1=C(C=C(C=C1Cl)OC)Cl)=O